C(C)OC1=C(CNC2CCN(CC2)C)C=C(C=C1)F N-(2-ethoxy-5-fluorobenzyl)-1-methylpiperidin-4-amine